menth-3-en-7-al C1(CC=C(CC1)C(C)C)C=O